8-(4-tert-butylphenyl)-4-methyl-6-oxo-2H,3H,4H,6H-pyrimido[2,1-b][1,3]thiazine-7-carbonitrile C(C)(C)(C)C1=CC=C(C=C1)C=1N=C2SCCC(N2C(C1C#N)=O)C